FC1=CC=C(C=C1)S(=O)[O-].[Na+] Sodium 4-Fluorobenzenesulfinate